pyrazino[1,2-a]pyrimidine-9-carboxamide N1=C2N(CC=C1)C=CN=C2C(=O)N